2-{3-[(3S)-3-cyclopropylpiperazin-1-yl]-1,2,4-triazin-6-yl}-5-(1-ethyl-1H-pyrazol-4-yl)phenol dihydrochloride Cl.Cl.C1(CC1)[C@H]1CN(CCN1)C=1N=NC(=CN1)C1=C(C=C(C=C1)C=1C=NN(C1)CC)O